BrC=1C=CC(=C(C1)O)\C=C\B1OC(C(O1)(C)C)(C)C (E)-5-bromo-2-(2-(4,4,5,5-tetramethyl-1,3,2-dioxaborolan-2-yl)vinyl)phenol